1-hydroxy-1H-1,2,3-triazole-4-carboxylate ON1N=NC(=C1)C(=O)[O-]